tert-butyl ((3R,4R)-4-aminotetrahydrofuran-3-yl)carbamate N[C@@H]1[C@H](COC1)NC(OC(C)(C)C)=O